5-isopropoxy-6-[(3S)-3-methylmorpholin-4-yl]pyridine-3-carbaldehyde C(C)(C)OC=1C=C(C=NC1N1[C@H](COCC1)C)C=O